COC=1N=C(N(C1)S(=O)(=O)C=1C=C(C)C=CC1)C1=C(C=C(C(=C1)F)F)F methoxy-1-(m-toluenesulfonyl)-2-(2,4,5-trifluorophenyl)-1H-imidazole